6,7-dihydro-5H-cyclopenta[c]Pyridine-1,5-diamine C1(=NC=CC2=C1CCC2N)N